(R)-2-(2-((4-(5-((2-(1-methyl-1H-pyrazol-4-yl)pyrimidin-5-yl)ethynyl)pyrimidin-2-yl)-1-(pyrimidin-2-yl)piperazin-2-yl)methoxy)ethoxy)ethyl 4-methylbenzenesulfonate CC1=CC=C(C=C1)S(=O)(=O)OCCOCCOC[C@@H]1N(CCN(C1)C1=NC=C(C=N1)C#CC=1C=NC(=NC1)C=1C=NN(C1)C)C1=NC=CC=N1